C(CCCCCCCCCCC)C1=CC(=C(C=C1)C(=O)C1=CC=C(C=C1)OC)S (4-dodecyl-sulfanylphenyl)-(4-methoxy-phenyl)-methanone